7,7,8,8-tetradeuterio-9-[(4-methoxyphenyl)methyl]-1,4-dioxa-9-azaspiro[4.5]decane-6-carboxylic acid [2H]C1(C(C2(OCCO2)CN(C1([2H])[2H])CC1=CC=C(C=C1)OC)C(=O)O)[2H]